5-((4-((8-(4-chlorophenyl)spiro[4.5]dec-7-en-7-yl)methyl)piperazin-1-yl)methyl)-2-(2,6-Dioxopiperidin-3-yl)isoindoline-1,3-dione ClC1=CC=C(C=C1)C1=C(CC2(CCCC2)CC1)CN1CCN(CC1)CC=1C=C2C(N(C(C2=CC1)=O)C1C(NC(CC1)=O)=O)=O